C(=O)(OCC1=CC=CC=C1)N[C@@H](CCCCN)C(=O)O Cbz-L-lysine